CC1=CC=C(CCNC2=NC=C(C=N2)C(=O)OCC)C=C1 Ethyl 2-((4-methylphenethyl)amino)pyrimidine-5-carboxylate